OB1ON=CC2=C1C=CC(=C2)C2=C(NC(C)C=1C=C(C=C3C(C(=COC13)C)=O)C)C=CC=C2 8-[1-[2-(1-hydroxy-2,3,1-benzoxazaborinin-6-yl)anilino]ethyl]-3,6-dimethyl-chromen-4-one